(6R,9S)-N-(4,5-dichloro-2-fluorophenyl)-3-oxo-3,5,6,7,8,9-hexahydro-2H-6,9-epimino-cyclohepta[c]pyridine-10-carboxamide ClC1=CC(=C(C=C1Cl)NC(=O)N1[C@H]2CC=3C(=CNC(C3)=O)[C@@H]1CC2)F